C(C)(=O)OCC1=CC=C(C=C1)N1C(=NC=2C1=NC(=CC2)C2=NN(N=C2)CC#N)C2=NC=CN=C2N 4-(2-(3-Aminopyrazin-2-yl)-5-(2-(cyanomethyl)-2H-1,2,3-triazol-4-yl)-3H-imidazo[4,5-b]pyridin-3-yl)benzyl acetate